N1=CC=C(C2=CC=CN=C12)C(C)=O 1-(1,8-Naphthyridin-4-yl)-ethan-1-one